C[Si](C1C(=CC2=C(C=CC=C12)C1=CC=C(C=C1)C(C)(C)C)C)(C1(C=C(C(=C1)C)C)C)C Dimethyl-1,3,4-trimethylcyclopentadienyl-2-methyl-4-(4-tert-butylphenyl)indenyl-Silane